benzyl 1-(2-oxo-1H-benzo[cd]indol-5-yl)piperidine-4-carboxylate O=C1NC2=CC=CC=3C2=C1C=CC3N3CCC(CC3)C(=O)OCC3=CC=CC=C3